(R)-N-(1-(3,5-bis(1-ethyl-1H-pyrazol-3-yl)phenyl)ethyl)-5-(2-(dimethylamino)ethoxy)-2-methylbenzamide C(C)N1N=C(C=C1)C=1C=C(C=C(C1)C1=NN(C=C1)CC)[C@@H](C)NC(C1=C(C=CC(=C1)OCCN(C)C)C)=O